2-(4,6-dichloro-5-(2-ethoxyphenyl)-1H-benzo[d]imidazol-2-yl)-2-(4-(ethylsulfonyl)phenyl)ethanol ClC1=C(C(=CC=2NC(=NC21)C(CO)C2=CC=C(C=C2)S(=O)(=O)CC)Cl)C2=C(C=CC=C2)OCC